(S)-N-(8-(6-chloropyridin-3-yl)-1-methyl-2-oxo-2,3,4,5-tetrahydro-1H-benzo[b]azepin-3-yl)-4-phenoxypyridine-2-carboxamide ClC1=CC=C(C=N1)C=1C=CC2=C(N(C([C@H](CC2)NC(=O)C2=NC=CC(=C2)OC2=CC=CC=C2)=O)C)C1